C1(=CC=CC=C1)C1=C2C=CC=CC2=C(C2=CC=CC=C12)C1=CC=C(C=C1)N1C2=CC=CC=C2C=2C=CC=CC12 9-[4-(10-Phenyl-9-anthracenyl)phenyl]-9H-carbazole